5-amino-2-chloro-N-(2,2-difluoropropyl)benzamide tert-butyl-4-[[(3S,3aR)-3-(hydroxymethyl)-1-oxo-3a,4-dihydro-3H-oxazolo[4,3-c][1,4]benzoxazin-7-yl]sulfonyl]piperazine-1-carboxylate C(C)(C)(C)OC(=O)N1CCN(CC1)S(=O)(=O)C1=CC2=C(N3[C@H](CO2)[C@H](OC3=O)CO)C=C1.NC=1C=CC(=C(C(=O)NCC(C)(F)F)C1)Cl